(+/-)-6-methyl-4-{[(trifluoromethyl)sulfonyl]oxy}-5,6-dihydropyridine-1,3(2H)-dicarboxylic acid 1-tert-butyl 3-methyl ester COC(=O)C=1CN([C@@H](CC1OS(=O)(=O)C(F)(F)F)C)C(=O)OC(C)(C)C |r|